C[Si](CCCCCCCC)(C)C1=C(C=C(C=C1)C(CC(C)(C)C)(C)C)C1=CC(=CC=C1)C (dimethyloctylsilyl)-3'-methyl-5-(1,1,3,3-tetramethylbutyl)[1,1]-biphenyl